[Br-].ClC1=CC=2N(C3=CC=CC=C3SC2C=C1)CCC[N+](C)(C)C(C)C 3-(2-chloro-10H-phenothiazin-10-yl)-N-isopropyl-N,N-dimethylpropan-1-aminium bromide